4'-bibenzyldiacetic acid C=1(C(=CC=CC1)CC(=O)O)CCC1=CC=C(C=C1)CC(=O)O